Dimethyl (6-methyl-2-(1-phenylethyl)-1,2-dihydroisoquinolin-1-yl)phosphonate CC=1C=C2C=CN(C(C2=CC1)P(OC)(OC)=O)C(C)C1=CC=CC=C1